FC([C@@H]1[C@](CN(CC1)C)(C)COC1=NC2=C(C(=C(C=C2C(=N1)N1C[C@@](CCC1)(O)C)F)C1=CC(=CC2=CC=C(C(=C12)CC)F)O)F)F (R)-1-(2-(((3S,4S)-4-(difluoromethyl)-1,3-dimethylpiperidin-3-yl)methoxy)-7-((S)-8-ethyl-7-fluoro-3-hydroxynaphthalen-1-yl)-6,8-difluoroquinazolin-4-yl)-3-methylpiperidin-3-ol